COC1=CC=C(C=N1)N1C(N(C2=C1C=CC=C2)CC2CCC(CC2)NC(=O)C=2N(N=C1C=CC=CC21)C)=O N-((1r,4r)-4-((3-(6-methoxy-pyridin-3-yl)-2-oxo-2,3-dihydro-1H-benzo[d]imidazol-1-yl)methyl)cyclohexyl)-2-methyl-2H-indazole-3-carboxamide